NC1=C2N=CN(C2=NC(=N1)F)[C@H]1C[C@@H]([C@@](O1)(C#C)CO[P@@](=O)(OC1=CC=CC=C1)N[C@@H](C)C(=O)OCCCCCCCCCCCCCCC)O Pentadecyl ((R)-(((2R,3S,5R)-5-(6-amino-2-fluoro-9H-purin-9-yl)-2-ethynyl-3-hydroxytetrahydrofuran-2-yl)-methoxy)(phenoxy)phosphoryl)-L-alaninate